CC1C(CC(C1C)(C)C)C=O 2,3,4,4-Tetramethylcyclopentanecarbaldehyde